The molecule is an apo carotenoid sesquiterpenoid compound arising from oxidative degradation of the beta,beta-carotene skeleton at the 4'- and 15-positions. It is an enal, an apo carotenoid sesquiterpenoid and a dialdehyde. C/C(=C\\C=C\\C(=C\\C=O)\\C)/C=C/C=C(\\C)/C=O